FC1(CCC(NC1)C(=O)OC)F methyl 5,5-difluoropiperidine-2-carboxylate